FC1=C(C=CC(=C1)I)NC=1N(C(C=C2CCN(C(C12)=O)OC[C@@H](C)O)=O)C (R)-8-((2-fluoro-4-iodophenyl)amino)-2-(2-hydroxypropoxy)-7-methyl-3,4-dihydro-2,7-naphthyridine-1,6(2H,7H)-dione